COC=1C=CC(=C(C1)CC(=O)O)[N+](=O)[O-] (5-methoxy-2-nitrophenyl)acetic acid